COC1=NC(=NC(=C1)OC)CN (4,6-dimethoxypyrimidine-2-yl)methylamine